OC1=C(N(CC)CC)C=CC=C1 hydroxy-N,N-diethylaniline